tert-butyl 7-(4-(3-cyano-4-(6-(4-ethyl-4-(isopropylcarbamoyl)piperidin-1-yl)pyridin-3-yl)pyrazolo[1,5-a]pyrazin-6-yl)-1H-pyrazol-1-yl)-2-azaspiro[3.5]nonane-2-carboxylate C(#N)C=1C=NN2C1C(=NC(=C2)C=2C=NN(C2)C2CCC1(CN(C1)C(=O)OC(C)(C)C)CC2)C=2C=NC(=CC2)N2CCC(CC2)(C(NC(C)C)=O)CC